ClC1=CC2=C(CCO[C@]23C[C@@H](N(CC3)C[C@@H](C(=O)N)O)C)S1 (2S)-3-[(2'S,4R)-2-chloro-2'-methyl-spiro[6,7-dihydrothieno[3,2-c]pyran-4,4'-piperidine]-1'-yl]-2-hydroxy-propanamide